N-(4-(2-(4-bromo-2-fluorophenyl)but-3-yn-2-yl)thiazol-2-yl)acetamide BrC1=CC(=C(C=C1)C(C)(C#C)C=1N=C(SC1)NC(C)=O)F